(3R)-6-(2-((2-(4-(furan-2-yl)phenyl)-5-(trifluoromethyl)-1H-imidazol-1-yl)methyl)phenoxy)-3-methylhexanoic acid O1C(=CC=C1)C1=CC=C(C=C1)C=1N(C(=CN1)C(F)(F)F)CC1=C(OCCC[C@H](CC(=O)O)C)C=CC=C1